BrC=1C=NN2C1C=C(C=C2)OC 3-bromo-5-methoxy-pyrazolo[1,5-a]pyridine